IC=1N=C(N(N1)C1=NC=CC=N1)C(C)N1C(C2=CC=CC=C2C1=O)=O 2-[1-(5-Iodo-2-pyrimidin-2-yl-1,2,4-triazol-3-yl)ethyl]isoindoline-1,3-dione